B(O)(O)O.C1=CC=CC=2C(C3=CC=CC=C3C(C12)=O)=O anthraquinone-borate